(3-Fluorobicyclo[1.1.1]pentan-1-yl)carbamic acid tert-butyl ester C(C)(C)(C)OC(NC12CC(C1)(C2)F)=O